BrC=1C(=C(C=CC1)C=1C=C(C(=NC1)C=O)OC)Cl 5-(3-bromo-2-chlorophenyl)-3-methoxy-2-pyridinecarboxaldehyde